N1C(=CC=C1)C(=O)C1=CC=C(C=C1)C=1NC2=NC=CC=C2C1 2-(4-pyrrolylcarbonylphenyl)-7-azaindole